ClC1=C(C=CC(=C1NC=1C(=C2C(N(C=NC2=CC1)C)=O)C)F)N1C2CC2CC1 N-(2-chloro-3-((3,5-dimethyl-4-oxo-3,4-dihydroquinazolin-6-yl)amino)-4-fluorophenyl)-2-azabicyclo[3.1.0]hexane